FC=1C=C2CN(CC2=CC1)C(=O)NC1=CC=C(C=C1)C12CCC(CC1)(CC2)C(NCCO)=O 5-fluoro-N-(4-(4-((2-hydroxyethyl)carbamoyl)bicyclo[2.2.2]octan-1-yl)phenyl)isoindoline-2-carboxamide